glycerol monooleate (glycerylmonooleate) C(C(O)CO)CCCCCCCC\C=C/CCCCCCCC(=O)OC(COC(CCCCCCC\C=C/CCCCCCCC)=O)CO